NC=1N=NC(=CC1N1CC(N(CC1)C(CN(C(OC(C)(C)C)=O)C)=O)C)Cl tert-butyl (2-(4-(3-amino-6-chloropyridazin-4-yl)-2-methylpiperazin-1-yl)-2-oxoethyl)(methyl)carbamate